ClC1=C2C(=NC=C1C=1C=C(C=CC1)N1C(CN(CC1)CCCN1CCN(CC1)C1=C(C=C(C=C1)NC1C(NC(CC1)=O)=O)F)=O)NC=C2C2CC2 3-((4-(4-(3-(4-(3-(4-chloro-3-cyclopropyl-1H-pyrrolo[2,3-b]pyridin-5-yl)phenyl)-3-oxopiperazin-1-yl)propyl)piperazin-1-yl)-3-fluorophenyl)amino)piperidine-2,6-dione